C(C)(C)(C)OC(=O)N1[C@@H](CN([C@H](C1)CC)CC1=CC=CC=C1)CC.C12(CC(C1)C2)NC2=NC=C(C(=N2)NC2CC(C(CC2)(C)C)O)C(=O)N 2-(bicyclo[1.1.1]pentan-1-ylamino)-4-(3-hydroxy-4,4-dimethylcyclohexylamino)pyrimidine-5-carboxamide tert-butyl-(2R,5S)-4-benzyl-2,5-diethylpiperazine-1-carboxylate